COCCNCC1=CC=C(C=C1)C1=NNC2=NC=C(C=C21)C=2C=CC1=C(CCC(CC1)(N1[C@@H](CCC1)C)C)C2 (2-Methoxyethyl)({[4-(5-{7-methyl-7-[(2R)-2-methylpyrrolidin-1-yl]-6,7,8,9-tetrahydro-5H-benzo[7]annulen-2-yl}-1H-pyrazolo[3,4-b]pyridin-3-yl)phenyl]methyl})amine